N-(5-(3-fluorobenzyl)pyridin-2-yl)-1-methyl-6-oxo-1,6-dihydropyridine-3-carboxamide FC=1C=C(CC=2C=CC(=NC2)NC(=O)C2=CN(C(C=C2)=O)C)C=CC1